(S)-N'-(4-fluoro-2,6-diisopropylphenyl-carbamoyl)-2-(2-hydroxypropan-2-yl)thiazole-5-sulfonimidamide FC1=CC(=C(C(=C1)C(C)C)NC(=O)N=[S@@](=O)(N)C1=CN=C(S1)C(C)(C)O)C(C)C